BrC1=C2C=CN=C(C2=CC(=C1)F)OC 5-bromo-7-fluoro-1-methoxy-isoquinoline